FC1(C[C@H]([C@H](C2=CC=C(C=C12)O)C1=CC=C(C=C1)N1CCC(CC1)CN1CCN(CC1)C=1C=C2CN(C(C2=CC1)=O)[C@H]1C(NC(CC1)=O)=O)C1=CC=C(C=C1)C)F (R)-3-(5-(4-((1-(4-((1S,2R)-4,4-difluoro-6-hydroxy-2-(p-tolyl)-1,2,3,4-tetrahydronaphthalen-1-yl)phenyl)piperidin-4-yl)methyl)piperazin-1-yl)-1-oxoisoindolin-2-yl)piperidine-2,6-dione